O1C(=NC=C1)C1=CC=C(OC2=C(N=NN2)C(=O)O)C=C1 5-(4-(oxazol-2-yl)phenoxy)-1H-1,2,3-triazole-4-carboxylic acid